ClC=1C=C(C(=O)N2CC=3C(=NN4C3C(N(C[C@H]4C)C(C)C=4C=CC(=NC4)C(=O)OC)=O)C[C@H]2C)C=CC1Cl methyl 5-(1-((3R,7R)-2-(3,4-dichlorobenzoyl)-3,7-dimethyl-10-oxo-1,2,3,4,7,8-hexahydropyrido[4',3':3,4]pyrazolo[1,5-a]pyrazin-9(10H)-yl)ethyl)picolinate